C(=C)OCCOCCCC ethyleneglycol butyl vinyl ether